4-[(4-fluorophenyl)methyl]-3-[(3-methoxyphenyl)methyl]-4,5-dihydro-1,2,4-oxadiazol-5-one FC1=CC=C(C=C1)CN1C(=NOC1=O)CC1=CC(=CC=C1)OC